2-benzyl-2-(((2R,3S,4R,5R)-5-(2-chloro-6-(2-(hydroxymethyl)azetidin-1-yl)-9H-purin-9-yl)-3-ethynyl-3,4-dihydroxytetrahydrofuran-2-yl)methoxy)malonic acid C(C1=CC=CC=C1)C(C(=O)O)(C(=O)O)OC[C@H]1O[C@H]([C@@H]([C@@]1(O)C#C)O)N1C2=NC(=NC(=C2N=C1)N1C(CC1)CO)Cl